C1(=CC=CC=C1)OC(C(CCCCN=C=O)N=C=O)=O.C(C1=CC=CC=C1)CC1=CC=CC=C1 Benzyltoluene Phenyl-2,6-diisocyanato-hexanoate